((3-(hydroxymethyl)phenyl)amino)-3-((2-isopropyl-6-methoxy-1,2,3,4-tetrahydroisoquinolin-7-yl)amino)-1,2,4-triazine-6-carboxamide OCC=1C=C(C=CC1)NC=1N=C(N=NC1C(=O)N)NC1=C(C=C2CCN(CC2=C1)C(C)C)OC